N1(CCCCC1)CC1CC1 1-(piperidin-1-ylmethyl)cyclopropane